(S)- and (R)-2-((4-cyanophenethyl)amino)-N-(5-(1-methyl-1H-imidazol-4-yl)pyridin-2-yl)-2-phenylacetamide C(#N)C1=CC=C(CCN[C@H](C(=O)NC2=NC=C(C=C2)C=2N=CN(C2)C)C2=CC=CC=C2)C=C1 |r|